CC1=CCOC12C(CN(CC2)C2=CC(=NC(=N2)C(F)(F)F)N2[C@@H]([C@@H](C2)N2CCN(CC2)C(C=C)=O)C)C 1-(4-((2R,3R)-1-(6-(4,6-Dimethyl-1-oxa-8-azaspiro[4.5]dec-3-en-8-yl)-2-(trifluoromethyl)pyrimidin-4-yl)-2-methylazetidin-3-yl)piperazin-1-yl)prop-2-en-1-one